CC1=C(C(=O)OC2=C(C=C(C=C2)C)OC(C2=C(C=CC=C2)C)=O)C=CC=C1 4-methyl-1,2-phenylene bis(2-methylbenzoate)